methyl 5-(4-(2-(dimethylamino) ethyl) piperazin-1-yl)-2-methylbenzoate CN(CCN1CCN(CC1)C=1C=CC(=C(C(=O)OC)C1)C)C